FC1=CC(=C(C(=O)NC=2SC=C(N2)C2=CC=CC3=CC=CC=C23)C=C1)NS(=O)(=O)C(C)C 4-Fluoro-2-((1-methylethyl)sulfonamido)-N-(4-(naphthalen-1-yl)thiazol-2-yl)benzamide